ClCC(C(=O)NNC(\C=C/N1N=C(N=C1)C1=CC(=CC(=C1)C(F)(F)F)S(F)(F)(F)(F)F)=O)(C)CO (Z)-N'-(3-chloro-2-(hydroxymethyl)-2-methyl-propanoyl)-3-(3-(3-(pentafluoro-sulfaneyl)-5-(trifluoromethyl)phenyl)-1H-1,2,4-triazol-1-yl)acrylohydrazide